2,4,6-trimethoxy-1,3,5-benzenetricarboxaldehyde COC1=C(C(=C(C(=C1C=O)OC)C=O)OC)C=O